C[C@H]1CC[C@@H]2[C@H]1C(OC=C2C)O The molecule is a cyclopentapyran that is (4aR,7aS)-1,4a,5,6,7,7a-hexahydrocyclopenta[c]pyran substituted at position 1 by a hydroxy group and at positions 4 and 7 by methyl groups (the 4aR,7S,7aS)-diastereomer. It has a role as a pheromone and a plant metabolite. It is a cyclopentapyran, an iridoid monoterpenoid and a lactol.